3-[3-bromo-2-methyl-6-(methylsulfonyl)phenyl]-4,5-dihydro-isoxazole BrC=1C(=C(C(=CC1)S(=O)(=O)C)C1=NOCC1)C